1-(4-(4-methylpiperazin-1-yl)cyclohexyl)-3-(3-phenoxyprop-1-yn-1-yl)-1H-pyrazolo[3,4-d]pyrimidin-4-amine CN1CCN(CC1)C1CCC(CC1)N1N=C(C=2C1=NC=NC2N)C#CCOC2=CC=CC=C2